FC1=C(C=C(C=C1C1=NN(C2=C1C=NC(=C2)N2CCN(CC2)S(=O)(=O)C)C)C(F)(F)F)O 2-Fluoro-3-(1-methyl-6-(4-(methylsulfonyl)piperazin-1-yl)-1H-pyrazolo[4,3-c]pyridin-3-yl)-5-(trifluoromethyl)phenol